CC1N(CCN(C1)C)C(CNC(\C=C\C1=CC=C(C=C1)C(F)(F)F)=O)=O (E)-N-[2-(2,4-dimethylpiperazin-1-yl)-2-oxoethyl]-3-[4-(trifluoromethyl)phenyl]prop-2-enamide